COC(CN1C(N(C2=NC(=NC=C12)N)[C@@H]1O[C@@H](C[C@H]1OC(C)=O)COC(C)=O)=O)=O Methyl-2-(9-((2R,3R,5S)-3-acetoxy-5-(acetoxymethyl)tetrahydrofuran-2-yl)-2-amino-8-oxo-8,9-dihydro-7H-purin-7-yl)acetat